C1(CC1)N1C(C2(CCOCC2)C=2C1=CC=1C(=NN=C(C1C2)C)N[C@H](C)C2=CC(=CC=C2)C(CO)(F)F)=O 1-cyclopropyl-5-methyl-8-[[(1R)-1-[3-(1,1-difluoro-2-hydroxy-ethyl)phenyl]ethyl]amino]spiro[pyrrolo[2,3-g]phthalazine-3,4'-tetrahydropyran]-2-one